CC(CN)COCC=C 2-methyl-3-prop-2-enoxypropan-1-amine